8-Methyl-N-{[(2R)-4-methylmorpholin-2-yl]methyl}-2-(pyridin-2-ylmethyl)-4,5-dihydro-2H-furo[2,3-g]indazole-7-carboxamide CC1=C(OC=2CCC3=CN(N=C3C21)CC2=NC=CC=C2)C(=O)NC[C@@H]2CN(CCO2)C